(2R,3S)-N-((3S)-9-chloro-2-oxo-5-phenyl-2,3-dihydro-1H-1,4-benzodiazepin-3-yl)-2,3-bis(3,3,3-trifluoropropyl)succinamide ClC1=CC=CC=2C(=N[C@@H](C(NC21)=O)NC([C@@H]([C@@H](C(=O)N)CCC(F)(F)F)CCC(F)(F)F)=O)C2=CC=CC=C2